5-(2-(3-hydroxy-4,5-dimethylphenylamino)-5-methylpyrimidin-4-ylamino)benzo[d]oxazol-2(3H)-one trifluoroacetate salt FC(C(=O)O)(F)F.OC=1C=C(C=C(C1C)C)NC1=NC=C(C(=N1)NC=1C=CC2=C(NC(O2)=O)C1)C